5-methyl-4-(2-(2-methylpyrrolidin-1-yl)pyrimidin-5-yl)thiazoleacetamide CC1=C(N=C(S1)CC(=O)N)C=1C=NC(=NC1)N1C(CCC1)C